FC1=CC=C2C=CN(C2=C1)C1CN(C1)C 6-fluoro-1-(1-methylazetidin-3-yl)-1H-indole